FC1=CC=C(COC2=CC=C(C=C2)/C=C/C(=O)NCC(=O)OCC)C=C1 ethyl (E)-(3-(4-((4-fluorobenzyl)oxy)phenyl)acryloyl)glycinate